C(C1=CC=CC=C1)C=1C(=NC(=NC1OC)OC)Br 5-benzyl-4-bromo-2,6-dimethoxypyrimidine